5-N-Acetyl-9-O-acetyl-8-O-methyl-neuraminic acid C(C)(=O)N[C@@H]1[C@H](CC(C(O)=O)(O)O[C@H]1[C@H](O)[C@H](OC)COC(C)=O)O